4-(3-hydroxyphenyl)-7-(2-methoxyphenyl)-2-methyl-5-oxo-1,4,5,6,7,8-hexahydroquinoline-3-carboxylic acid 4-methoxybutyl ester COCCCCOC(=O)C1=C(NC=2CC(CC(C2C1C1=CC(=CC=C1)O)=O)C1=C(C=CC=C1)OC)C